Cl.OCC1=CC=CC=C1O saligenin hydrochloride